6-(4-aminonorbornan-1-yl)-2-(8-fluoro-2-methyl-imidazo[1,2-a]pyridin-6-yl)pyrido[4,3-d]pyrimidin-5-one NC12CCC(CC1)(C2)N2C(C1=C(N=C(N=C1)C=1C=C(C=3N(C1)C=C(N3)C)F)C=C2)=O